C(C)(C)(C)OC(=O)N1CC(C1)CN1N=CC2=CC(=C(C=C12)NC(C(C)N1C=CC2=CC(=CC=C12)S(=O)(=O)N1CCCCC1)=O)C.C(C)(C)(C)C1=CC(=NO1)CC(=O)N 2-(5-(tert-butyl)isoxazol-3-yl)acetamide tert-butyl-3-[(5-methyl-6-{2-[5-(piperidine-1-sulfonyl)-1H-indol-1-yl]propanamido}-1H-indazol-1-yl)methyl]azetidine-1-carboxylate